N-(4-((5-methyl-2-(methyl-d3)-4,5-dihydro-2H-[1,2,3]triazolo[4,5-c]quinolin-6-yl)amino)-5-(propanoyl-3,3,3-d3)pyridin-2-yl)cyclopropanecarboxamide CN1CC=2C(C=3C=CC=C(C13)NC1=CC(=NC=C1C(CC([2H])([2H])[2H])=O)NC(=O)C1CC1)=NN(N2)C([2H])([2H])[2H]